C12CN(CC(CC1)N2)C2=NC(=NC1=C(C(=C(C=C21)Cl)C2=C(C(=CC(=N2)N)C)C(F)(F)F)F)OC(C)[C@@]21CCCN1C[C@@H](C2)F 6-(4-(3,8-diazabicyclo[3.2.1]octan-3-yl)-6-chloro-8-fluoro-2-(1-((2R,7aR)-2-fluorotetrahydro-1H-pyrrolizin-7a(5H)-yl)ethoxy)quinazolin-7-yl)-4-methyl-5-(trifluoromethyl)pyridin-2-amine